(R)-1-(3-(3-chloro-5-(6-methylpyridin-2-yl)phenyl)morpholino)prop-2-en-1-one ClC=1C=C(C=C(C1)C1=NC(=CC=C1)C)[C@@H]1COCCN1C(C=C)=O